C(C)OC(\C(=C/OCC)\C(C1=C(C=C(C(=C1)Cl)N1[C@H](CCC1)COC1=NC=CC=C1Cl)F)=O)=O.OCC(C(=O)O)(CO)CO.NC aminomethane tris(hydroxymethyl)acetate ethyl-(R,Z)-2-(5-chloro-4-(2-(((3-chloropyridin-2-yl)oxy)methyl)pyrrolidin-1-yl)-2-fluorobenzoyl)-3-ethoxyacrylate